O[C@]1(C(NC2=CC=CC=C12)=O)C (R)-3-hydroxy-3-methylindolin-2-one